COC1(CC(NC1)C(=O)N)C1=CC=CC=C1 4-methoxy-4-phenylpyrrolidine-2-carboxamide